O=C1NC(CCC1C1=CC(=C(C=C1)C1CCN(CC1)CC1CCC(CC1)C=1N=C2N(C=C(C(=C2)OC(C)C)C(=O)NC=2C=NN3C2N=CC=C3)C1)F)=O 2-[4-[[4-[4-(2,6-dioxo-3-piperidyl)-2-fluoro-phenyl]-1-piperidyl]methyl]cyclohexyl]-7-isopropoxy-N-pyrazolo[1,5-a]pyrimidin-3-yl-imidazo[1,2-a]pyridine-6-carboxamide